ClC1=NC=C(C=N1)NC(OC1=CC=CC=C1)=O phenyl (2-chloropyrimidin-5-yl)carbamate